(+)-Methyl 2-(3-{(1S)-1-[(tert-Butoxycarbonyl)amino]ethyl}pyrazin-2-yl)-1,3-thiazole-5-carboxylate C(C)(C)(C)OC(=O)N[C@@H](C)C=1C(=NC=CN1)C=1SC(=CN1)C(=O)OC